7-bromo-2-(((tert-butyldimethylsilyl)oxy)methyl)-2,3-dihydropyrazolo[5,1-b]oxazole BrC=1C=NN2C1OC(C2)CO[Si](C)(C)C(C)(C)C